perbenzoic acid, magnesium salt [Mg+2].C1=CC=CC=C1C(=O)O[O-].C1=CC=CC=C1C(=O)O[O-]